C1(=CC=CC=2SC3=C(C21)C=CC=C3)C3=CC(=NN=N3)C3=CC=CC=2SC1=C(C23)C=CC=C1 bis(dibenzothiophenyl)triazine